FC=1C=C(C=CC1F)NC(=O)C1=C(C(=C(N1C)C)C(C(=O)O)=O)C 2-[5-[(3,4-Difluorophenyl)carbamoyl]-1,2,4-trimethyl-pyrrol-3-yl]-2-oxo-acetic acid